N1(CC1)P1(=NP(=NP(=N1)(N1CC1)N1CC1)(N1CCCC1)N1CCCC1)N1CC1 2,2,4,4-tetrakis(aziridin-1-yl)-6,6-dipyrrolidin-1-yl-1,3,5-triaza-2λ5,4λ5,6λ5-triphosphacyclohexa-1,3,5-triene